hydroxytosyl-iodobenzene (9H-fluoren-9-yl)methyl-(S)-(1-hydroxy-3-(4-methoxyphenyl)propan-2-yl)carbamate C1=CC=CC=2C3=CC=CC=C3C(C12)CN(C(O)=O)[C@H](CO)CC1=CC=C(C=C1)OC.OC=1C(=C(C=CC1)I)S(=O)(=O)C1=CC=C(C)C=C1